(4,4-difluorocyclohex-1-en-1-yl)-4,4,5,5-tetramethyl-1,3,2-dioxaborolane FC1(CC=C(CC1)B1OC(C(O1)(C)C)(C)C)F